C1(=CC=CC=C1)C1(C=2C=CC=CC2C=2C=C3C(=CC12)C=CC=C3)C3=CC=CC=C3 11,11-diphenyl-11H-benzo[b]fluorene